1-(2-(methylsulfonyl)ethyl)piperidin CS(=O)(=O)CCN1CCCCC1